C(C)(C)(C)OC(N[C@@H]1CC[C@H](CC1)CC=O)=O (trans-4-(2-oxoethyl)cyclohexyl)carbamic acid tert-butyl ester